OC=1C(=C(C(=CC1)C)C=1C=2N(C3=CC(=NC=C3C1)NC(=O)C1CC1)C(=NN2)C)C N-(4-(3-hydroxy-2,6-dimethylphenyl)-1-methyl-[1,2,4]triazolo[4,3-a][1,6]naphthyridin-8-yl)cyclopropanecarboxamide